(R)-5-ethyl-N-(3-fluoro-4-((3-((1-hydroxypropan-2-yl)amino)-1H-pyrazolo[3,4-b]-pyridin-4-yl)oxy)-phenyl)-1-(4-fluorophenyl)-2-oxo-1,2-dihydro-pyridine-3-carboxamide C(C)C=1C=C(C(N(C1)C1=CC=C(C=C1)F)=O)C(=O)NC1=CC(=C(C=C1)OC1=C2C(=NC=C1)NN=C2N[C@@H](CO)C)F